C(C)(C)(C)C=1C(=CC2=C(C=C(C=C2C1)C(C)(C)C)C(C)(C)C)C(C1=CC2=C(C=C(C=C2C=C1C(C)(C)C)C(C)(C)C)C(C)(C)C)OP([O-])[O-] bis(3,6,8-tri-t-butyl-2-naphthyl)methylphosphite